NC1=C2C(=NC=N1)N(N=C2C=2C(=NC(=CC2)OC2=CC=CC=C2)F)C2CN(CCC2)C(=O)C(C#N)=CC(C)(C)C 2-(3-(4-amino-3-(2-fluoro-6-phenoxypyridin-3-yl)-1H-pyrazolo[3,4-d]pyrimidin-1-yl)piperidine-1-carbonyl)-4,4-dimethylpent-2-enenitrile